OC[C@H](C[C@H]1OCCC1)S(=O)(=O)N(CC1=CC=C(C=C1)OC)CC1=CC=C(C=C1)OC (S)-1-HYDROXY-N,N-BIS(4-METHOXYBENZYL)-3-((S)-TETRAHYDROFURAN-2-YL)PROPANE-2-SULFONAMIDE